(2-Azanidylcyclohexyl)azanide [NH-]C1C(CCCC1)[NH-]